NN1C(SC2=C1N=CN=C2)=O amino[1,3]thiazolo[4,5-d]pyrimidin-2(3H)-one